2-(3,4-dichlorophenyl)-N-methyl-N-[(1S)-1-(3-isothiocyanatophenyl)-2-(1-pyrrolidinyl)ethyl]acetamide ClC=1C=C(C=CC1Cl)CC(=O)N([C@H](CN1CCCC1)C1=CC(=CC=C1)N=C=S)C